C1=CC=C2C=C3C(=CC2=C1)C4=CC=CC=C4N3 2,3-benzcarbazole